3-(4-aminophenyl)-5-(3,4-dimethoxyphenyl)pyridin-2-amine NC1=CC=C(C=C1)C=1C(=NC=C(C1)C1=CC(=C(C=C1)OC)OC)N